C(C1=CC=CC=C1)OC(COCNCCNCCNCCNCCNCCNCOC)=O 2,21-dioxa-4,7,10,13,16,19-hexaazatricosane-23-oic acid benzyl ester